methyl (E)-5-(3-methoxyprop-1-en-1-yl)-2-methylthiazole-4-carboxylate COC/C=C/C1=C(N=C(S1)C)C(=O)OC